3-(5-(3-((4'-chloro-5,5-dimethyl-3,4,5,6-tetrahydro-[1,1'-biphenyl]-2-yl)methyl)Imidazolidine-1-carbonyl)-6-fluoro-1-oxoisoindolin-2-yl)piperidine-2,6-dione ClC1=CC=C(C=C1)C1=C(CCC(C1)(C)C)CN1CN(CC1)C(=O)C=1C=C2CN(C(C2=CC1F)=O)C1C(NC(CC1)=O)=O